(R)-1-(1H-benzo[d]imidazol-5-yl)-5-(4-propoxyphenyl)imidazolidin-2-one N1C=NC2=C1C=CC(=C2)N2C(NC[C@H]2C2=CC=C(C=C2)OCCC)=O